4-(4,6-diamino-1,3,5-triazin-2-yl)biphenyl-4-carbonitrile NC1=NC(=NC(=N1)N)C1(CC=C(C=C1)C1=CC=CC=C1)C#N